BrC1=CC=CC(=N1)N1CCN([C@@H]2CC[C@@H]12)C(=O)OC(C)(C)C |r| rac-tert-Butyl (1R,6R)-5-(6-bromopyridin-2-yl)-2,5-diazabicyclo[4.2.0]octane-2-carboxylate